(E)-6-chloro-2-methyl-4-(pyrrolidin-2-yl-methylene)-1,4-dihydroisoquinolin-3(2H)-one ClC=1C=C2\C(\C(N(CC2=CC1)C)=O)=C/C1NCCC1